2-(bis(4-methoxybenzyl)amino)-4-(butylamino)pyrimidine phenyl-(8-fluoro-2-methylimidazo[1,2-a]pyridin-6-yl)carbamate C1(=CC=CC=C1)N(C(O)=O)C=1C=C(C=2N(C1)C=C(N2)C)F.COC2=CC=C(CN(C1=NC=CC(=N1)NCCCC)CC1=CC=C(C=C1)OC)C=C2